γ-methacryloxypropylmethyl-dimethoxysilane C(C(=C)C)(=O)OCCC[Si](OC)(OC)C